ClC1=CC=C(C(=O)ON(C=2C=C(C(=O)N)C=CC2)C(=O)C=2C=NC(=CC2)F)C=C1 3-(((4-chlorobenzoyl)oxy)(6-fluoropyridine-3-carbonyl)amino)benzamide